C1(=CC=CC=C1)C(C(=O)N)(OC1=CC=CC=C1)C1=C2C(=NN1)CS(C2)=O phenyl-5-oxo-4,6-dihydro-2H-thieno[3,4-c]pyrazol-3-yl-phenyloxyacetamide